CNC1=CC(=NC=2N1N=CC2C(=O)N)NC=2C(N(C=CC2)C2CCNCC2)=O 7-(methylamino)-5-{[2-oxo-1-(piperidin-4-yl)pyridin-3-yl]amino}pyrazolo[1,5-a]pyrimidine-3-carboxamide